6-(3-amino-6-(3-((dimethylamino)methyl)-4-morpholinophenyl)-5-fluoropyrazin-2-yl)-4-fluoro-3-methylisoquinolin-1(2H)-one NC=1C(=NC(=C(N1)F)C1=CC(=C(C=C1)N1CCOCC1)CN(C)C)C=1C=C2C(=C(NC(C2=CC1)=O)C)F